2-((1r,2r)-1-(2-cyano-4-hydroxyphenyl)-1-(1-methyl-1H-pyrazol-4-yl)propan-2-yl)-5-hydroxy-N-(isoxazol-4-yl)-1-methyl-6-oxo-1,6-dihydropyrimidine-4-carboxamide C(#N)C1=C(C=CC(=C1)O)[C@@H]([C@@H](C)C=1N(C(C(=C(N1)C(=O)NC=1C=NOC1)O)=O)C)C=1C=NN(C1)C